2-(imidazo[2,1-b]thiazol-6-yl)-N-[4-(5-methyl-1H-indol-3-yl)thiazol-2-yl]acetamide tert-Butyl-3-(4-cyano-3,5-difluorophenyl)propionate C(C)(C)(C)OC(CCC1=CC(=C(C(=C1)F)C#N)F)=O.S1C=2N(C=C1)C=C(N2)CC(=O)NC=2SC=C(N2)C2=CNC1=CC=C(C=C21)C